3-(1-(4-chlorophenyl)ethoxy)-N5-(4-hydroxycyclohexyl)-N2-methyl-1H-pyrrole-2,5-dicarboxamide ClC1=CC=C(C=C1)C(C)OC1=C(NC(=C1)C(=O)NC1CCC(CC1)O)C(=O)NC